(dimethylphosphoryl)-6-fluorobenzonitrile CP(=O)(C)C1=C(C#N)C(=CC=C1)F